FC1=CC=C(C=N1)NC(OCCOC1=CC2=C(N=C(S2)C2=C3N=CC(=NC3=CC(=C2)C)OC)C=C1F)=O 2-((5-fluoro-2-(2-methoxy-7-methylquinoxalin-5-yl)benzo[d]thiazol-6-yl)oxy)ethyl (6-fluoropyridin-3-yl)carbamate